ClC1=C2C(=C(N=N1)NC1C[C@@H]3[C@@H](CN(C3)CC3CCOCC3)C1)SC=C2 4-Chloro-N-((3aR,5s,6aS)-2-((tetrahydro-2H-pyran-4-yl)methyl)octahydrocyclopenta[c]pyrrol-5-yl)thieno[2,3-d]pyridazin-7-amine